FC(S(=O)(=O)[O-])(F)F.O[C@@H]1[C@@H](O[C@@H]([C@@H]1O)CO)[N+]1=CC(=CC=C1)C(=O)OCCCC 1-((2R,3S,4R,5R)-3,4-dihydroxy-5-(hydroxymethyl)tetrahydrofuran-2-yl)-3-(butoxycarbonyl)pyridin-1-ium trifluoromethanesulfonate